C([C@@H]1[C@@H]([C@@H]([C@H]([C@H](O1)O[C@H]2[C@H](O[C@H]([C@@H]([C@H]2O)O)O[C@H]3[C@H](OC([C@@H]([C@H]3O)O)O)CO)CO)O)O)O)O The molecule is a galactotriose consisting of alpha-D-galactopyranose, beta-D-galactopyranose and D-galactpyranose joined in sequence by (1->4) glycosidic bonds. It derives from an alpha-D-Galp-(1->4)-beta-D-Galp and a beta-D-galactopyranosyl-(1->4)-D-galactopyranose.